C(#N)C(C)(C)C=1C=CC=2N(C1)N=C(C2S(=O)(=O)CC)NCC2=NC=C(C=C2C(=O)OCC)C(F)(F)F ethyl 2-[[[6-(1-cyano-1-methyl-ethyl)-3-ethylsulfonyl-pyrazolo[1,5-a]pyridin-2-yl]amino]methyl]-5-(trifluoromethyl)pyridine-3-carboxylate